O=C1OCC(O1)COC1=C(C2=CC=CC=C2C=C1)C#[N+][O-] 2-((2-Oxo-1,3-dioxolan-4-yl)methoxy)-1-naphthonitrile oxide